tris-(4-vinylbenzyl)phosphine C(=C)C1=CC=C(CP(CC2=CC=C(C=C2)C=C)CC2=CC=C(C=C2)C=C)C=C1